2-[[4-chloro-2-(trifluoromethyl)phenyl]methyl]-1-(2,2-dideuterio-2-hydroxy-ethyl)indole-5-carboxylic acid ClC1=CC(=C(C=C1)CC=1N(C2=CC=C(C=C2C1)C(=O)O)CC(O)([2H])[2H])C(F)(F)F